N-[3-fluoro-4-[(7-methoxy-1,5-naphthyridin-4-yl)oxy]phenyl]-5-(furan-3-yl)-4-hydroxy-6-methylpyridine-3-carboxamide FC=1C=C(C=CC1OC1=CC=NC2=CC(=CN=C12)OC)NC(=O)C=1C=NC(=C(C1O)C1=COC=C1)C